O=C1N(CCC(N1)=O)N1C(C2=CC=C(C=C2C1=O)CN1CCC(CC1)C=1C2=C(N=C(N1)SC)SC=C2)=O 2-(2,4-dioxotetrahydropyrimidin-1(2H)-yl)-5-((4-(2-methylthiothieno[2,3-d]pyrimidin-4-yl)piperidin-1-yl)methyl)isoindoline-1,3-dione